citric acid triethyl ester (triethyl citrate) C(C)C(C(C(C(=O)O)(CC)CC)(O)C(=O)O)C(=O)O.C(C)OC(CC(O)(C(=O)OCC)CC(=O)OCC)=O